3-fluoro-4-[(5-{[2-fluoro-4-(trifluoromethyl)phenyl]amino}-4-methylpyridin-3-yl)methyl]pyridin FC=1C=NC=CC1CC=1C=NC=C(C1C)NC1=C(C=C(C=C1)C(F)(F)F)F